3-{[(3S)-4-methylmorpholin-3-yl]methoxy}-5-(5-methyl-1,3-thiazol-2-yl)-N-{(1R)-1-[2-(trifluoromethyl)pyrimidin-5-yl]ethyl}benzamide CN1[C@@H](COCC1)COC=1C=C(C(=O)N[C@H](C)C=2C=NC(=NC2)C(F)(F)F)C=C(C1)C=1SC(=CN1)C